[4-[3-methyl-4-(trifluoromethyl)phenyl]sulfonylmorpholin-2-yl]benzothiophene-2-carboxamide CC=1C=C(C=CC1C(F)(F)F)S(=O)(=O)N1CC(OCC1)C1=C(SC2=C1C=CC=C2)C(=O)N